dimethylsilyl-(tetramethyl-cyclopentadienyl)(3-phenylindenyl)zirconium dichloride [Cl-].[Cl-].C[SiH](C)[Zr+2](C1C=C(C2=CC=CC=C12)C1=CC=CC=C1)C1(C(=C(C(=C1)C)C)C)C